C(C1=CC=CC=C1)C1=NC2C(N(C2S1)C(C(=O)OCC1=CC=C(C=C1)[N+](=O)[O-])C(C)C)=O 4-nitrobenzyl 2-(3-benzyl-7-oxo-4-thia-2,6-diazabicyclo[3.2.0]hept-2-ene-6-yl)-3-methylbutyrate